OC1=C(C=C(C(=C1)S(=O)(=O)O)O)CN(C(C)=O)CC1=C(C=C(C(=C1)O)S(=O)(=O)O)O N,N-Bis(2,5-dihydroxy-4-sulfophenylmethyl)acetamid